((6R,7R)-2-Acetyl-6-methyl-2-azaspiro[3.5]nonan-7-yl)-6-cyclopropoxy-N-(pyrazolo[1,5-a]pyrimidin-3-yl)-2H-indazole-5-carboxamide C(C)(=O)N1CC2(C1)C[C@H]([C@@H](CC2)N2N=C1C=C(C(=CC1=C2)C(=O)NC=2C=NN1C2N=CC=C1)OC1CC1)C